8-methyl-4,6-nonadienoic acid CC(C=CC=CCCC(=O)O)C